(R)-3-(1-isopropyl-3-(6-(trifluoromethyl)pyridin-3-yl)-1H-pyrazol-5-yl)cyclopentanone C(C)(C)N1N=C(C=C1[C@H]1CC(CC1)=O)C=1C=NC(=CC1)C(F)(F)F